C(C)(=O)C=1C=CN2C3=C(C=C2C1)CN(C3=O)CCCNC(OC(C)(C)C)=O tert-butyl (3-(7-acetyl-3-oxo-1H-pyrrolo[3,4-b]indolizin-2(3H)-yl)propyl)carbamate